O.S(=O)(=O)(O)C1=CC=C(C)C=C1.S(=O)(=O)(O)C1=CC=C(C)C=C1.NC([C@@H](C(=O)NO)NC(C1=CC=C(C=C1)C#CC1=CC=C(C=C1)CNCCOC)=O)(C)C (S)-N-(3-amino-1-(hydroxyamino)-3-methyl-1-oxobutan-2-yl)-4-((4-(((2-methoxyethyl)amino)methyl)phenyl)ethynyl)benzamide bis-tosylate monohydrate